C(#N)C=1C=C(C=CC1)N1N=CC(=N1)C(=O)NCC1(NC(NC1=O)=O)C(C)C (3-cyanophenyl)-N-[(4-isopropyl-2,5-dioxoimidazolidin-4-yl)methyl]-2H-1,2,3-triazole-4-carboxamide